C1(CC1)C#CC=1C=CC(=C(C1)N(C(=O)C=1N=NN(C1)CC(=O)N(C)C)C)C N-(5-(cyclopropylethynyl)-2-methylphenyl)-1-(2-(dimethylamino)-2-oxoethyl)-N-methyl-1H-1,2,3-triazole-4-carboxamide